tris(2,4-octanedione) aluminum [Al].CC(CC(CCCC)=O)=O.CC(CC(CCCC)=O)=O.CC(CC(CCCC)=O)=O